CCCCCCCCC/C=C\CCCCCCCC(=O)O[C@H](COC(=O)CCCCCCC/C=C\CCCCCCC)COP(=O)(O)OC[C@@H](C(=O)O)N 1-(9Z-heptadecenoyl)-2-(9Z-nonadecenoyl)-glycero-3-phosphoserine